C(#N)C1=NC=CC(=N1)C1(CCCCC1)NC(OCC1=CC=C(C=C1)OC)=O 4-methoxybenzyl (1-(2-cyanopyrimidin-4-yl)cyclohexyl)carbamate